NC1=NC2=CC(=CC=C2C(=N1)N[C@@H]1C[C@H]([C@@H](C1)O)OC)C1=CC=NN1 |r| rac-(1R,2R,4S)-4-((2-amino-7-(1H-pyrazol-5-yl)quinazolin-4-yl)amino)-2-methoxycyclopentan-1-ol